FSF fluorosulfide